O1CCCC2=CC=CC(=C12)B(O)O chroman-8-yl-boronic acid